(+)-dibenzoyl-tartaric acid C(C1=CC=CC=C1)(=O)C(C(C(=O)O)(O)C(C1=CC=CC=C1)=O)(O)C(=O)O